monobromoferrocenylphosphine (3S,5R)-tert.Butyl-4-(2-((6-(2,4-dioxotetrahydropyrimidin-1(2H)-yl)pyridin-3-yl)amino)-2-oxoethyl)-3,5-dimethylpiperazine-1-carboxylate C(C)(C)(C)OC(=O)N1C[C@@H](N([C@@H](C1)C)CC(=O)NC=1C=NC(=CC1)N1C(NC(CC1)=O)=O)C.BrP[C-]1C=CC=C1.[CH-]1C=CC=C1.[Fe+2]